[Cl-].ClC1=CC=C2[C@@H](C[C@H](C2=C1)N1CC([N@+](CC1)(C)COC(CC1CCCCC1)=O)(C)C)C1=CC=CC=C1 (R)-4-((1R,3S)-6-chloro-3-phenyl-2,3-dihydro-1H-inden-1-yl)-1-((2-cyclohexylacetoxy)methyl)-1,2,2-trimethylpiperazin-1-ium chloride